(R)-1-(2-(3,6-dihydro-2H-pyran-4-yl)-5-nitroBenzyl)pyrrolidin-3-ol O1CCC(=CC1)C1=C(CN2C[C@@H](CC2)O)C=C(C=C1)[N+](=O)[O-]